ClC1=CC=C(C[C@]2(CNCCC2)N(C(CCOC)=O)C)C=C1 N-((R)-3-(4-chlorobenzyl)piperidin-3-yl)-3-methoxy-N-methylpropanamide